5-[(4-methoxybenzyl)(4-dimethylaminobenzyl)aminocarbonyloxyethoxy]dimethylaminobenzylamine COC1=CC=C(CC(COC=2C=CC=C(CNN(C)C)C2)OC(=O)NCC2=CC=C(C=C2)N(C)C)C=C1